2-(5-fluoro-2-methoxypyridin-3-yl)-4-carbonylpyrrolidine-1-carboxylic acid tert-butyl ester C(C)(C)(C)OC(=O)N1C(CC(C1)=C=O)C=1C(=NC=C(C1)F)OC